(S)-(3-(5-(1-amino-1,3-dihydrospiro[indene-2,4'-piperidin]-1'-yl)pyrazin-2-yl)-2-chlorophenyl)dimethylphosphine oxide N[C@@H]1C2=CC=CC=C2CC12CCN(CC2)C=2N=CC(=NC2)C=2C(=C(C=CC2)P(C)(C)=O)Cl